N-(2-{[(2-fluorocyclopropyl)formamido][4-(propan-2-yl)phenyl]methyl}phenyl)-1-methylpiperidine-4-carboxamide FC1C(C1)C(=O)NC(C1=C(C=CC=C1)NC(=O)C1CCN(CC1)C)C1=CC=C(C=C1)C(C)C